OC[C@H](C1=CC=CC=C1)NC1=CC(=NC=C1C1=NC(=NO1)C=1C=NC=CC1)NC1=CC=C2C(NN(C2=C1)C)=O (S)-6-((4-((2-hydroxy-1-phenylethyl)amino)-5-(3-(pyridin-3-yl)-1,2,4-oxadiazol-5-yl)pyridin-2-yl)amino)-1-methyl-1,2-dihydro-3H-indazol-3-one